NC(CC(CC(C(=O)O)C)C)C 6-amino-2,4-dimethylheptanoic acid